C1(=CCC(CC1)C(=C)C)C mentha-1,8-dien